FC1=C(C(=O)N([C@H]2CNCCC2)C2=NC=CC3=CC=CC(=C23)C)C=CC(=C1)N1CCOCC1 (R)-2-fluoro-N-(8-methylisoquinolin-1-yl)-4-morpholino-N-(piperidin-3-yl)benzamide